3-(6-methoxypyridin-3-yl)-5-(4-(4-methylpiperazin-1-yl)phenyl)-1H-pyrazolo[3,4-b]pyridine COC1=CC=C(C=N1)C1=NNC2=NC=C(C=C21)C2=CC=C(C=C2)N2CCN(CC2)C